(1s,2s,5r)-1-hydroxy-2-isopropyl-N-[(6-methoxy-2,3-dihydrobenzofuran-3-yl)methyl]-5-methyl-cyclohexanecarboxamide O[C@@]1([C@@H](CC[C@H](C1)C)C(C)C)C(=O)NCC1COC2=C1C=CC(=C2)OC